[N+](=O)([O-])C1=CC=C(C=C1)C=CC(=O)C1=C(OCC(=O)O)C=CC=C1 2-[2-[3-(4-Nitrophenyl)prop-2-enoyl]phenoxy]acetic acid